6-(6-chloro-4-{3,6-diazabicyclo[3.2.2]non-3-yl}-8-fluoro-2-{[(2S)-1-methylpyrrolidin-2-yl]methoxy}quinazolin-7-yl)-4-methyl-5-(trifluoromethyl)pyridin-2-amine ClC=1C=C2C(=NC(=NC2=C(C1C1=C(C(=CC(=N1)N)C)C(F)(F)F)F)OC[C@H]1N(CCC1)C)N1CC2CNC(C1)CC2